dihydrofuran-2(3H)-one hydrochloride Cl.O1C(CCC1)=O